CC1=C2N(C(N(C2=NC(=N1)C=1C(=NC=CC1C)OC(F)F)CC1=CC=C(C=C1)C=1N(C=C(N1)C(F)(F)F)C)=N)CC(F)(F)F methyl-2-(2-(difluoromethoxy)-4-methylpyridin-3-yl)-9-(4-(1-methyl-4-(trifluoromethyl)-1H-imidazol-2-yl)benzyl)-7-(2,2,2-trifluoroethyl)-7H-purin-8(9H)-imine